O=C1NC(CCC1N1C(N(C2=C1C=CC=C2N2CCC(CC2)C=O)C)=O)=O [1-(2,6-dioxopiperidin-3-yl)-3-methyl-2-oxo-1,3-benzodiazol-4-yl]piperidine-4-carbaldehyde